maleimidobenzoyl-sulfosuccinimid C1(C=CC(N1C1C(C(=O)NC1=O)(S(=O)(=O)O)C(C1=CC=CC=C1)=O)=O)=O